O1COC2=C1C=CC=C2C[C@@H](CNC(=O)NCC2=C(C=CC=C2)O)N(C)C ((S)-3-(benzo[d][1,3]dioxol-4-yl)-2-(dimethylamino)propyl)-3-(2-hydroxybenzyl)urea